ClC1=CC=C2COC3(CCN(CC3)CCOC3=CC4=C(N(C=N4)C4CC(C4)(O)C)C(=C3)C(F)(F)F)C2=C1 3-(5-{2-(6-chloro-3H-spiro[isobenzofuran-1,4'-piperidin]-1'-yl)ethoxy}-7-(trifluoromethyl)-1H-1,3-benzimidazol-1-yl)-1-methylcyclobutanol